N1=CNC2=NC=CC(=C21)C=2C=NN(C2)C2=CC=C(C=N2)C(C(F)(F)F)(O)C2CCN(CC2)C(C)C (6-(4-(3H-imidazo[4,5-b]pyridin-7-yl)-1H-pyrazol-1-yl)pyridin-3-yl)-2,2,2-trifluoro-1-(1-isopropylpiperidin-4-yl)ethanol